C1(=CC=CC=C1)N1C2=CC=CC=C2C=2C=CC(=CC12)C1=CC=2C(C3=CC(=CC=C3C2C=C1)C1=CC=2N(C3=CC=CC=C3C2C=C1)C1=CC=CC=C1)(C1=CC=C(C=C1)C1=C(C(=O)N)C=CC=C1)C1=CC=C(C=C1)C1=C(C(=O)N)C=CC=C1 N'-((2,7-bis(9-phenyl-9H-carbazol-2-yl)-9H-fluorene-9,9-diyl)bis(4,1-phenylene))bisbenzamide